The molecule is conjugate acid of tabersonine arising from protonation of the tertiary amino group; major species at pH 7.3. It is a conjugate acid of a tabersonine. CC[C@]12CC(=C3[C@@]4([C@H]1[NH+](CC4)CC=C2)C5=CC=CC=C5N3)C(=O)OC